C1(CC1)[C@@H]1[C@@H]([C@H](O[C@@]1(C(F)(F)F)C)C(=O)NC1=CC(=NC=C1)C(=O)N)C1=C(C(=C(C=C1)F)F)OC (2S,3R,4R,5S)-4-[[4-cyclopropyl-3-(3,4-difluoro-2-methoxy-phenyl)-5-methyl-5-(trifluoromethyl)tetrahydrofuran-2-carbonyl]amino]pyridine-2-carboxamide